2-[4-bromo-2-[2-[2-[(6-bromo-2-pyridinyl)oxymethyl]-5-cyano-phenoxy]ethyl]-5-fluoro-phenyl]acetic acid ethyl ester C(C)OC(CC1=C(C=C(C(=C1)F)Br)CCOC1=C(C=CC(=C1)C#N)COC1=NC(=CC=C1)Br)=O